[OH-].C([O-])([O-])=O.[Mg+2].[Al+3] Aluminium-Magnesium Carbonat Hydroxid